C1(CC(C(CC1)C(C)C)OC1C(=C(C(O1)=O)Cl)Cl)C 5-menthoxy-3,4-dichloro-2(5H)furanone